7-(8-Oxa-3-azabicyclo[3.2.1]octan-3-yl)-1-methyl-1H-pyrazolo[4,3-b]pyridine C12CN(CC(CC1)O2)C2=C1C(=NC=C2)C=NN1C